ethyl 2-(4-chlorophenyl)-2-hydroxyl-3-nitropropanate ClC1=CC=C(C=C1)C(C(=O)OCC)(C[N+](=O)[O-])O